3,5,6-trichloro-pyryloxyacetic acid ClC=1C(OC(=C(C1)Cl)Cl)OCC(=O)O